O.O.Cl.Cl.C(C)OC1=CC(=CC=2NC(C=3CCCNC3C21)=O)CN2CCOCC2 10-ethoxy-8-(morpholinomethyl)-1,2,3,4-tetrahydrobenzo[h][1,6]naphthyridin-5(6H)-one dihydrochloride dihydrate